The molecule is a 2,3-trans-enoyl CoA(4-) obtained by deprotonation of the phosphate and diphosphate OH groups of (2E,8Z,11Z,14Z,17Z)-icosapentaenoyl-CoA; major species at pH 7.3. It is a conjugate base of a (2E,8Z,11Z,14Z,17Z)-icosapentaenoyl-CoA. CC/C=C\\C/C=C\\C/C=C\\C/C=C\\CCCC/C=C/C(=O)SCCNC(=O)CCNC(=O)[C@@H](C(C)(C)COP(=O)([O-])OP(=O)([O-])OC[C@@H]1[C@H]([C@H]([C@@H](O1)N2C=NC3=C(N=CN=C32)N)O)OP(=O)([O-])[O-])O